(Racemic)-2-(5-Fluoropyridin-2-yl)-3-(6-methyl-1H-pyrazolo[3,4-b]pyridin-4-yl)-5,5a,6,6a-tetrahydro-4H-cyclopropa[e]pyrazolo[1,5-a]pyridine FC=1C=CC(=NC1)C1=NN2C(CCC3C2C3)=C1C1=C3C(=NC(=C1)C)NN=C3